(3-((2-chlorothieno[2,3-d]pyrimidin-4-yl)amino)-1H-pyrazol-5-yl)methanol ClC=1N=C(C2=C(N1)SC=C2)NC2=NNC(=C2)CO